Cl.Cl.N1CC2(CC1)CNC1=CC=CC=C12 1,2-dihydrospiro[indole-3,3'-pyrrolidine] dihydrochloride